2-(3-nitrophenyl)cyclobutane-1-carbohydrazide [N+](=O)([O-])C=1C=C(C=CC1)C1C(CC1)C(=O)NN